dibenzocyclononane-7-ene-4-one C1=CCC(C=2CCC=CCC3=C(C21)C=CC=C3)=O